(methoxy)cyclooctene COC1=CCCCCCC1